3-((1R,2S)-3-(tert-butoxy)-1-cyclopropyl-2-methyl-3-oxopropyl)phenyl 4-(5-fluoro-2-methoxypyridin-4-yl)-3-formylbenzoate FC=1C(=CC(=NC1)OC)C1=C(C=C(C(=O)OC2=CC(=CC=C2)[C@@H]([C@@H](C(=O)OC(C)(C)C)C)C2CC2)C=C1)C=O